3,4,5-triphenyl-4H-1,2,4-triazole C1(=CC=CC=C1)C1=NN=C(N1C1=CC=CC=C1)C1=CC=CC=C1